3-((4-(5-carbamoyl-6-oxo-2-(trifluoromethyl)-1,6-dihydropyridin-3-yl)phenoxy)methyl)-4-methylpyrrolidine-1-carboxylic acid tert-butyl ester C(C)(C)(C)OC(=O)N1CC(C(C1)C)COC1=CC=C(C=C1)C1=C(NC(C(=C1)C(N)=O)=O)C(F)(F)F